C1(CC1)CN1C=NC=C1CNC=1C=C(C(=O)[O-])C=CC1 3-((1-(cyclopropyl Methyl)-1H-imidazol-5-yl)methyl)aminobenzoate